3-(1'-methyl-3-oxo-2,3-dihydrospiro[indene-1,4'-piperidin]-6-yl)-N-(1-(piperidin-4-yl)-1H-pyrazol-4-yl)-1H-pyrrolo[2,3-b]pyridine-5-carboxamide CN1CCC2(CC1)CC(C1=CC=C(C=C12)C1=CNC2=NC=C(C=C21)C(=O)NC=2C=NN(C2)C2CCNCC2)=O